7-(4-fluorophenoxy)-4-hydroxy-1-methyl-2-oxo-1,2-dihydroquinoline FC1=CC=C(OC2=CC=C3C(=CC(N(C3=C2)C)=O)O)C=C1